2-(2,4-dichlorophenyl)-4-(difluoromethyl)-2,4-dihydro-5-methyl-3H-1,2,4-triazol-3-one ClC1=C(C=CC(=C1)Cl)N1N=C(N(C1=O)C(F)F)C